C1(=CC=CC=C1)[C@@H](N)[C@H]1CNC2=C(N1)N=CC=C2 (R)-phenyl((R)-1,2,3,4-tetrahydropyrido[2,3-b]pyrazin-3-yl)methanamine